N1=CC=C(C2=CC=CC=C12)N[C@@H]1CN(CC1)CC(=O)N1[C@@H](CCC1)C#N (S)-1-(2-((S)-3-(Chinolin-4-ylamino)pyrrolidin-1-yl)acetyl)pyrrolidin-2-carbonitril